FC=1C=C(C#N)C=C(C1)CNC=1C=C2C(=NNC2=CC1)\C=C\C1=NC=CC=C1 (E)-3-fluoro-5-(((3-(2-(pyridin-2-yl)vinyl)-1H-indazol-5-yl)amino)methyl)benzonitrile